Tert-butyl 3-(7-chloro-8-fluoro-5-methoxy-2-(methylthio)pyrido[4,3-d]pyrimidin-4-yl)-1-((methoxy-d3)methyl)-3,8-diazabicyclo[3.2.1]octan-8-carboxylate ClC1=C(C=2N=C(N=C(C2C(=N1)OC)N1CC2(CCC(C1)N2C(=O)OC(C)(C)C)COC([2H])([2H])[2H])SC)F